dimethyl-1-propanamine CC(CC)(N)C